NC1=C(C2=C(S1)CC(C21CNC1)F)C#N 2-amino-5-fluoro-spiro[5,6-dihydro-cyclopenta[b]thiophene-4,3'-azetidine]-3-carbonitrile